5-(isobutoxybenzyl)7-(methylpiperazin-1-yl)5-azaspiro[2.5]octan-6-one C(C(C)C)OC(C1=CC=CC=C1)N1CC2(CC2)CC(C1=O)N1C(CNCC1)C